N-[(4S,5S)-7-ethyl-4-(4-fluorophenyl)-3-(hydroxymethyl)-6-oxo-1-phenyl-1H,4H,5H,6H,7H-pyrazolo[3,4-b]pyridin-5-yl]-3-methylbenzamide C(C)N1C2=C([C@@H]([C@@H](C1=O)NC(C1=CC(=CC=C1)C)=O)C1=CC=C(C=C1)F)C(=NN2C2=CC=CC=C2)CO